N-ethyl-17-fluoro-5-(4-hydroxypiperidin-1-yl)-12-oxa-8,20,23,24-tetraazapentacyclo[17.5.2.12,6.013,18.022,25]heptacosa-1(24),2(27),3,5,13(18),14,16,19,21,25-decaene-8-carboxamide C(C)NC(=O)N1CC2=C(C=CC(C3=NNC4=CN=C(C=5C(=CC=CC5OCCC1)F)C=C34)=C2)N2CCC(CC2)O